(rac)-(6-(4-(tert-Butyl)phenoxy)-2-azaspiro[3.4]octan-2-yl)((1s,3s)-3-hydroxy-3-methylcyclobutyl)methanon C(C)(C)(C)C1=CC=C(O[C@H]2CC3(CN(C3)C(=O)C3CC(C3)(C)O)CC2)C=C1 |r|